NC(C(C)NC(C1=C(C(=CC(=C1)OC(F)(F)F)NS(=O)(=O)C1=C(C=CC(=C1)Br)O)O)=O)=O N-(1-Amino-1-oxopropan-2-yl)-3-((5-bromo-2-hydroxyphenyl)sulfonamido)-2-hydroxy-5-(trifluoromethoxy)benzamide